C(C1=CC=CC=C1)N1C[C@@H](N(CC1)C)CN(C(OC(C)(C)C)=O)C tert-butyl {[(2R)-4-benzyl-1-methylpiperazin-2-yl]methyl}(methyl)carbamate